COC=1C=C(OC2=NC=C(C=C2)C(F)(F)F)C=C(C1)[N+](=O)[O-] 2-(3-Methoxy-5-nitrophenoxy)-5-(trifluoromethyl)pyridine